methyl 5,6,7,8-tetrahydroquinoline-4-carboxylate N1=CC=C(C=2CCCCC12)C(=O)OC